2-(5-fluoropyridin-2-yl)-6-(methyl-d3)-3-(3-methyl-1H-pyrazolo[3,4-b]pyridin-4-yl)-6-(trifluoromethyl)-6,7-dihydro-4H-pyrazolo[5,1-c][1,4]oxazine FC=1C=CC(=NC1)C1=NN2C(COC(C2)(C(F)(F)F)C([2H])([2H])[2H])=C1C1=C2C(=NC=C1)NN=C2C